(±)-6-hydroxy-2,5,7,8-tetra-methylchromane-2-carboxylic acid OC=1C(=C2CC[C@@](OC2=C(C1C)C)(C(=O)O)C)C |r|